C1(=CC=CC=C1)S(=O)(=O)OC1=CC=C(C=C1)NC(=O)NC1=CC=C(C=C1)OS(=O)(=O)C1=CC=CC2=CC=CC=C12 N-[4-(phenylsulfonyloxy)phenyl]-N'-[4-(1-naphthalenesulfonyloxy)phenyl]urea